acryloylethylsuccinic acid C(C=C)(=O)C(C(=O)O)(CC(=O)O)CC